(R)-N'-((2-(difluoromethyl)-3-methyl-6,7-dihydro-5H-cyclopenta[b]pyridin-4-yl)carbamoyl)-2-(2-hydroxypropan-2-yl)thiazole-5-sulfonimidamide FC(C1=C(C(=C2C(=N1)CCC2)NC(=O)N=[S@](=O)(N)C2=CN=C(S2)C(C)(C)O)C)F